tert-butyl 4-cyano-4-(2-(trifluoromethyl)phenyl)piperidine-1-carboxylate C(#N)C1(CCN(CC1)C(=O)OC(C)(C)C)C1=C(C=CC=C1)C(F)(F)F